2-aminoethyl (E)-but-2-enoate C(\C=C\C)(=O)OCCN